O=C1CC(CN1)C(=O)NCC1=CC=C(C=C1)NC1=CC(=C(C=C1)N1CCC(CC1)C(F)(F)F)OCCC 5-Oxo-N-(4-((3-propoxy-4-(4-(trifluoromethyl)piperidin-1-yl)phenyl)amino)benzyl)pyrrolidine-3-carboxamide